methyl N-[5-[6-[(5-methoxy-3-pyridyl)-methyl-carbamoyl]imidazo[1,2-a]pyridin-3-yl]-2-pyridyl]carbamate COC=1C=C(C=NC1)N(C(=O)C=1C=CC=2N(C1)C(=CN2)C=2C=CC(=NC2)NC(OC)=O)C